FC1(CCN(CC1)C1=NC(=CC(=N1)C=O)C)F 2-(4,4-difluoropiperidin-1-yl)-6-methylpyrimidine-4-carboxaldehyde